OC(C)(C)C=1C=C(OC1)S(=O)(=O)N 4-(2-hydroxy-prop-2-yl)furan-2-sulfonamide